FC1C(=C(CC(C1)(C)C)C1=CC=CC=C1)C=O fluoro-5,5-dimethyl-3,4,5,6-tetrahydro-[1,1'-biphenyl]-2-carbaldehyde